2-(2-(cyclopropylmethyl)-5-(3-(3,3-dimethylbut-1-yn-1-yl)phenyl)-1-(3-fluoro-4-aminosulfonylbenzyl)-1H-pyrrole-3-yl)thiazole-4-carboxylic acid C1(CC1)CC=1N(C(=CC1C=1SC=C(N1)C(=O)O)C1=CC(=CC=C1)C#CC(C)(C)C)CC1=CC(=C(C=C1)S(=O)(=O)N)F